CC=1C=C2O[C@@H]3CCCC[C@H]3[C@H](C2=CC1)NC(=O)C=1C(NC(=CC1)C(F)(F)F)=O N-((4aR,9R,9aS)-6-methyl-2,3,4,4a,9,9a-hexahydro-1H-xanthen-9-yl)-2-oxo-6-(trifluoromethyl)-1,2-dihydropyridine-3-carboxamide